[O-2].[Zn+2].[Cu+2].[O-2] copper-zinc-oxide